BrC=1C=C(C(=C(C1)C(C)N(C(OC(C)(C)C)=O)CCO)O)Cl tert-butyl N-[1-(5-bromo-3-chloro-2-hydroxyphenyl)ethyl]-N-(2-hydroxyethyl)carbamate